BrCC1=C(C=C(C=C1)C1COC1)F 3-(4-(bromomethyl)-3-fluorophenyl)oxetane